[C@H]12CC(C[C@H](CC1)N2)N(C2=CC=C(N=N2)C2=C(C=C(C=C2)C=2C=NN(C2)C)O)C 2-(6-(((1R,3s,5S)-8-azabicyclo[3.2.1]octan-3-yl)(methyl)amino)pyridazin-3-yl)-5-(1-methyl-1H-pyrazol-4-yl)phenol